(S)-4-(7-amino-5-azaspiro[2.4]heptane-5-yl)butyronitrile N[C@@H]1CN(CC12CC2)CCCC#N